ClC=1C=C(C=CC1Cl)OC(=O)C1C(C1)=C=O 3,4-dichlorophenyl(carbonyl)cyclopropane-1-carboxylate